(R)-3-hydroxy-3-methyl-delta-valerolactone O[C@]1(CC(=O)OCC1)C